6-Methyl-2-(4-((4-(methylsulfonyl)piperidin-1-yl)methyl)phenyl)-1-phenyl-3,4',5',6-tetrahydro-2'H,7H-spiro[dipyrrolo[2,3-b:3',2'-d]pyridine-8,3'-furan]-7-one trifluoroacetate salt FC(C(=O)O)(F)F.CN1C(C2(COCC2)C2=C3C(=NC=C21)NC(=C3C3=CC=CC=C3)C3=CC=C(C=C3)CN3CCC(CC3)S(=O)(=O)C)=O